C1=COCCCC1 Oxacyclohepten